2,6-Dimethylbenzoic acid 5-((chlorosulfonyl) oxy)-2,2,4,4-tetramethylpentyl ester ClS(=O)(=O)OCC(CC(COC(C1=C(C=CC=C1C)C)=O)(C)C)(C)C